C(C=C)(=O)OC=C[SiH](OC)OC acryloyloxymethylenemethyl-dimethoxysilane